4-(4-((7-Chloro-6-oxo-5,6-dihydro-1,5-naphthyridin-3-yl)methyl)piperazin-1-yl)3-fluoro-N-(2-Hydroxyethyl)benzamide ClC=1C(NC=2C=C(C=NC2C1)CN1CCN(CC1)C1=C(C=C(C(=O)NCCO)C=C1)F)=O